4-(4-bromophenyl)-7-(4-methoxyphenyl)-1,10-phenanthroline BrC1=CC=C(C=C1)C1=CC=NC2=C3N=CC=C(C3=CC=C12)C1=CC=C(C=C1)OC